C(C1=CC=CC=C1)C1CC(C(N1C(=O)OC(C)(C)C)=O)C(C1N(C(OC1)(C)C)C(=O)OCCCC)O butyl 4-((5-benzyl-1-(tert-butoxycarbonyl)-2-oxopyrrolidin-3-yl)(hydroxy)methyl)-2,2-dimethyloxazolidine-3-carboxylate